C(\C=C\CCCCCC)=O 2E-Nonenal